CC1C(=O)OCC1 alpha-methyl-gamma-butyrolactone